N-((1E,2E)-3-(phenylamino)allyl)aniline chloride [Cl-].C1(=CC=CC=C1)N/C=C/CNC1=CC=CC=C1